COC(C=C)=O.S1N=CC(C1)=O isothiazolinone methyl-acrylate